C(CC)SSSC=CC propenyl propyl trisulfide